(E)-N1-[(2-Chloro-1,3-thiazol-5-ylmethyl)]-N2-cyano-N1-methylacetamidin ClC=1SC(=CN1)CN(\C(\C)=N\C#N)C